10,16-dihydroxypalmitic acid OC(CCCCCCCCC(=O)O)CCCCCCO